[Na+].OC[C@@H](O)COP(=O)([O-])O sn-glycero-3-phosphate monosodium salt